C(#N)C1=CC(=CC2=C1N(C(=N2)C2=NC=CC=C2S(=O)(=O)CC)C)C(F)(F)F 7-cyano-2-(3-ethylsulfonylpyridin-2-yl)-1-methyl-5-trifluoromethyl-1H-benzimidazole